N-(5-(ethylthio)-1,3,4-thiadiazol-2-yl)-2-((4-oxo-1-(tetrahydro-2H-thiopyran-4-yl)-4,5-dihydro-1H-pyrazolo[3,4-d]pyrimidin-6-yl)thio)acetamid C(C)SC1=NN=C(S1)NC(CSC=1NC(C2=C(N1)N(N=C2)C2CCSCC2)=O)=O